Methyl (R)-2-hydroxy-4-phenylbutyrate O[C@@H](C(=O)OC)CCC1=CC=CC=C1